O(C1=C(C=CC=C1)S(=O)(=O)O)C1=C(C=CC=C1)S(=O)(=O)O oxo-bis-benzenesulfonic acid